C(CCCCCCCCCCCCCCCCC)[P+](C1=CC=CC=C1)(C1=CC=CC=C1)CCCCCCCCCCCCCCCCCC distearyl-diphenyl-phosphonium